C(C)(=O)N1CCN(CC1)CCOC=1C=C2C(N(C(=NC2=C(C1)C)C=1C=C2C(=CN1)SC=C2)COCC[Si](C)(C)C)=O 6-[2-(4-acetyl-piperazin-1-yl)-ethoxy]-8-methyl-2-thieno[2,3-c]pyridin-5-yl-3-(2-trimethylsilyl-ethoxymethyl)-3H-quinazolin-4-one